[Si](C)(C)(C(C)(C)C)C(C(C(C(=O)O)([Si](C)(C)C(C)(C)C)[Si](C)(C)C(C)(C)C)(O)C(=O)O)(C(=O)O)[Si](C)(C)C(C)(C)C tetra-TBDMS-citric acid